CC1=C(C=NC(=C1)N1CCC(CC1)C(F)(F)F)NC1=CC=C(CN2CC(CC2=O)C(=O)N)C=C1 (4-((4-methyl-6-(4-(trifluoromethyl)piperidin-1-yl)pyridin-3-yl)amino)benzyl)-5-oxopyrrolidine-3-carboxamide